diethylammonium chloride salt [Cl-].C(C)[NH2+]CC